5-{[(5-Chlorothiophen-2-yl)methyl](methyl)amino}-1-(2-fluorobenzoyl)-3-{5-hydroxy-1-[2-(morpholin-4-yl)acetyl]-2-(trifluoromethyl)pyrrolidin-3-yl}-1H-pyrazol-4-carbonitril ClC1=CC=C(S1)CN(C1=C(C(=NN1C(C1=C(C=CC=C1)F)=O)C1C(N(C(C1)O)C(CN1CCOCC1)=O)C(F)(F)F)C#N)C